1-[2-ethyl-7-({8-fluoro-2-methylimidazo[1,2-a]pyridin-6-yl}carbamoyl)indazol-4-yl]pyrrolidin C(C)N1N=C2C(=CC=C(C2=C1)N1CCCC1)C(NC=1C=C(C=2N(C1)C=C(N2)C)F)=O